Ethyl 2-(2,6-dimethyl-4-((4-(4-(methylsulfonyl) benzyl) piperazin-1-yl) methyl) phenoxy)-2-methylpropionate CC1=C(OC(C(=O)OCC)(C)C)C(=CC(=C1)CN1CCN(CC1)CC1=CC=C(C=C1)S(=O)(=O)C)C